N-((1H-pyrrolo[2,3-b]pyridin-4-yl)methyl)-4-amino-3-methyl-N-((5-(trifluoromethyl)pyridin-2-yl)methyl)-1,3-dihydrofuro[3,4-c]quinoline-8-carboxamide N1C=CC=2C1=NC=CC2CN(C(=O)C2=CC=1C3=C(C(=NC1C=C2)N)C(OC3)C)CC3=NC=C(C=C3)C(F)(F)F